BrCC1=NC=C(C=N1)C(=O)OC(C)(C)C Tert-butyl 2-(bromomethyl)pyrimidine-5-carboxylate